N-[1-[2-(1,2,3,4,4a,5,7,7a-octahydropyrrolo[3,4-b]pyridin-6-yl)-2-oxo-ethyl]-3-[2-(difluoromethoxy)-5-isopropylsulfanyl-phenyl]pyrazol-4-yl]pyrazolo[1,5-a]pyrimidine-3-carboxamide N1C2C(CCC1)CN(C2)C(CN2N=C(C(=C2)NC(=O)C=2C=NN1C2N=CC=C1)C1=C(C=CC(=C1)SC(C)C)OC(F)F)=O